tert-butyl 4-(4-(2,4-dioxotetrahydropyrimidin-1(2H)-yl)phenyl)-3,6-dihydropyridine-1(2H)-carboxylate O=C1N(CCC(N1)=O)C1=CC=C(C=C1)C=1CCN(CC1)C(=O)OC(C)(C)C